C(C)(C)C=1NC=C(C1C(=O)OCC)C ethyl 2-isopropyl-4-methyl-1H-pyrrole-3-carboxylate